tert-butyl 6-(7-chloro-8-fluoro-2-(methylthio)pyrido[4,3-d]pyrimidin-4-yl)-3-azabicyclo[4.1.0]heptane-3-carboxylate ClC1=C(C=2N=C(N=C(C2C=N1)C12CCN(CC2C1)C(=O)OC(C)(C)C)SC)F